3-(4-chloropyrimidin-2-yl)imidazo[1,2-a]pyridine-6-sulfonamide ClC1=NC(=NC=C1)C1=CN=C2N1C=C(C=C2)S(=O)(=O)N